(5-(hydroxymethyl)pyrrol-2-yl)dec-1-en-3-one tert-butyl-N-[(8-fluoro-6-formyl-6,7-dihydro-5H-cyclopenta[f][1,3]benzoxazol-2-yl)methyl]-N-methyl-carbamate C(C)(C)(C)OC(N(C)CC=1OC2=C(N1)C=C1C(=C2F)CC(C1)C=O)=O.OCC1=CC=C(N1)C=CC(CCCCCCC)=O